FC=1C(=C(OC2=NC=C(C(=C2C2=CC(=C(C=N2)C(=O)N)OC)C)C(F)(F)F)C=CC1F)C 6-[2-(3,4-difluoro-2-methyl-phenoxy)-4-methyl-5-(trifluoromethyl)-3-pyridyl]-4-methoxy-pyridine-3-carboxamide